2-bromo-3-isopropylimidazo[2,1-f][1,2,4]triazin-4(3H)-one BrC1=NN2C(C(N1C(C)C)=O)=NC=C2